CN(C=NS(=O)(=O)C1=CC2=CC=CC=C2C=C1)C N,N-dimethyl-N'-(naphthalene-2-ylsulfonyl)formimidamide